O1C2=C(OCC1)C=C(C=C2)[C@H]([C@@H](CN2CCCC2)NC(=O)C2CN(CC2)C2CCOCC2)O N-((1R,2R)-1-(2,3-dihydrobenzo[b][1,4]dioxin-6-yl)-1-hydroxy-3-(pyrrolidin-1-yl)propan-2-yl)-1-(tetrahydro-2H-pyran-4-yl)pyrrolidine-3-carboxamide